3-[6-amino-1-[(4-amino-2-fluoro-phenyl)methyl]pyrazolo[3,4-d]pyrimidin-4-yl]benzonitrile NC1=NC(=C2C(=N1)N(N=C2)CC2=C(C=C(C=C2)N)F)C=2C=C(C#N)C=CC2